4-(4-methoxypiperidine-1-carbonyl)benzoic acid COC1CCN(CC1)C(=O)C1=CC=C(C(=O)O)C=C1